ClC=1C=CC=2C(N[C@@H](C=3C=CC=4C=C(N(CCCCCC2N1)C4N3)C=O)C)=O (2R)-8-chloro-2-methyl-4-oxo-3,9,16,22-tetrazatetracyclo[14.5.2.05,10.019,23]tricosa-1(22),5(10),6,8,17,19(23),20-heptaene-17-carbaldehyde